C(C)(C)(C)OC(=O)N[C@@H](C(=O)NCC1=CC=CC=C1)COC (R)-2-tert-butoxycarbonylamino-3-methoxy-N-benzylpropionamide